FC=1C(=NC=CC1)C1=C(C=C2C=CNC(C2=C1)=O)OC 7-(3-fluoropyridin-2-yl)-6-methoxy-1-oxo-1,2-dihydroisoquinolin